(±)-4-((4-(6-((2,6-Dioxopiperidin-3-yl)aminocarbonyl)pyridin-3-yl)piperazin-1-yl)methyl)piperidine-1-carboxylic acid tert-butyl ester C(C)(C)(C)OC(=O)N1CCC(CC1)CN1CCN(CC1)C=1C=NC(=CC1)C(=O)N[C@H]1C(NC(CC1)=O)=O |r|